methyl 4-methoxy-5-methylpicolinate COC1=CC(=NC=C1C)C(=O)OC